S-(4-(((tert-Butyldimethylsilyl)oxy)methyl)cyclohexyl) ethanethioate C(C)(SC1CCC(CC1)CO[Si](C)(C)C(C)(C)C)=O